COC=1C=C2CCC(=CC2=CC1)C1=CC=CC=C1 6-methoxy-2-phenyl-3,4-dihydronaphthalen